N-(3-cyclopropyl-1H-pyrazol-5-yl)-2-(6-(difluoromethyl)imidazo[1,2-a]pyridin-2-yl)propanamide C1(CC1)C1=NNC(=C1)NC(C(C)C=1N=C2N(C=C(C=C2)C(F)F)C1)=O